[(2'-methyl-1,1'-biphenyl-4-yl)carbonyl]pyrrolidin-3-one-O-methyloxime CON=C1CN(CC1)C(=O)C1=CC=C(C=C1)C1=C(C=CC=C1)C